BrC=1C(=NC=CC1)N 3-bromo-2-pyridinamine